1,2,3-triazolo[1,5-b]-1,2,4-triazine N1=NC=C2N1N=CC=N2